perfluorophenyl 7-isopropyl-2-oxo-1,2-dihydroquinoline-3-carboxylate C(C)(C)C1=CC=C2C=C(C(NC2=C1)=O)C(=O)OC1=C(C(=C(C(=C1F)F)F)F)F